7-chloro-2-ethyl-3-nitro-10H-Phenoxazine ClC=1C=C2OC=3C=C(C(=CC3NC2=CC1)CC)[N+](=O)[O-]